N-(2-ethoxy-4-(1-methyl-1H-pyrazol-4-yl)phenyl)-8-(2-oxa-6-azaspiro[3.4]octan-6-yl)pyrido[3,4-d]pyrimidin-2-amine C(C)OC1=C(C=CC(=C1)C=1C=NN(C1)C)NC=1N=CC2=C(N1)C(=NC=C2)N2CC1(COC1)CC2